(S)-N-(4-chloro-2-fluoro-3-((3-(2-(piperidin-3-ylamino)pyrimidin-4-yl)pyridin-2-yl)oxy)phenyl)propane-1-sulfonamide ClC1=C(C(=C(C=C1)NS(=O)(=O)CCC)F)OC1=NC=CC=C1C1=NC(=NC=C1)N[C@@H]1CNCCC1